ClC1=NC=C(C(=N1)Cl)CN1CC2(CN(C2)C(=O)OC(C)(C)C)CC1=O tert-butyl 6-((2,4-dichloropyrimidin-5-yl)methyl)-7-oxo-2,6-diazaspiro[3.4]octane-2-carboxylate